ONC(=O)C=1C=NC(=NC1)N(C)CC1=CC=2N=C(N=C(C2S1)N1CCOCC1)C1=C2CCNC2=CC=C1 N-hydroxy-2-(((2-(indolin-4-yl)-4-morpholinothieno[3,2-d]pyrimidin-6-yl)methyl)(methyl)amino)pyrimidine-5-carboxamide